1-(3-fluorobicyclo[1.1.1]pentan-1-yl)methanamine-hydrochloride salt Cl.FC12CC(C1)(C2)CN